4-(benzoxazol-2-yl)benzaldehyde O1C(=NC2=C1C=CC=C2)C2=CC=C(C=O)C=C2